4-(4-((R)-1-(3-(difluoromethyl)-2-fluorophenyl)ethylamino)-7-methoxy-2-methylpyrido[2,3-d]Pyrimidin-6-yl)-1-imino-1,2,3,6-tetrahydro-1lambda6-thiopyran 1-oxide FC(C=1C(=C(C=CC1)[C@@H](C)NC=1C2=C(N=C(N1)C)N=C(C(=C2)C=2CCS(CC2)(=N)=O)OC)F)F